2-chloro-7,8-dihydro-6H-pyrimido[5,4-b][1,4]oxazine ClC=1N=CC=2OCCNC2N1